[N+](=O)([O-])C=1C=C(C=CC1)C(C)=O (E)-1-(3-nitrophenyl)ethan-1-one